2-(methoxymethyl)-5,6-diphenyl-3(2H)-pyridazinone COCN1N=C(C(=CC1=O)C1=CC=CC=C1)C1=CC=CC=C1